N-((2S,3R)-3-(cyclohexylmethoxy)-1-oxo-1-(piperidin-1-yl)butan-2-yl)-6-thia-2-azaspiro[3.4]octane-8-carboxamide hydrochloride Cl.C1(CCCCC1)CO[C@@H]([C@@H](C(N1CCCCC1)=O)NC(=O)C1CSCC12CNC2)C